FC=1C=C(C=CC1F)CNC(=O)NC1=CC=C(C=C1)S(=O)(=O)N1CCCCC1 1-[(3,4-difluorophenyl)methyl]-3-[4-(piperidine-1-sulfonyl)phenyl]urea